N-[(1S)-1-[[2-chloro-5-(1-isopropyl-6-oxo-3-pyridyl)phenyl]methyl]-2-[4-(3,5-dimethyl-1H-pyrazol-4-yl)-3-hydroxy-anilino]-2-oxo-ethyl]-2-methyl-pyrazole-3-carboxamide ClC1=C(C=C(C=C1)C1=CN(C(C=C1)=O)C(C)C)C[C@@H](C(=O)NC1=CC(=C(C=C1)C=1C(=NNC1C)C)O)NC(=O)C=1N(N=CC1)C